CC(C)[C@H](C(=O)O)N The molecule is the D-enantiomer of valine. It is a valine and a D-alpha-amino acid. It is a conjugate base of a D-valinium. It is a conjugate acid of a D-valinate. It is an enantiomer of a L-valine. It is a tautomer of a D-valine zwitterion.